4-amino-N-(4-((3-oxo-morpholino)methyl)phenyl)naphthalene-1-sulfonamide NC1=CC=C(C2=CC=CC=C12)S(=O)(=O)NC1=CC=C(C=C1)CN1C(COCC1)=O